C(C)(C)(C)C1=NC(=NO1)C(=O)OCC ethyl 5-tert-butyl-1,2,4-oxadiazole-3-carboxylate